C1(CCCC1)C(=O)N1CCN(CC1)C(CCC=1NC(C2=C(C=CC=C2C1)F)=O)=O 3-(3-(4-(cyclopentanecarbonyl)piperazin-1-yl)-3-oxopropyl)-8-fluoroisoquinolin-1(2H)-one